benzyl (3S,6S,10aR)-6-((tert-butoxycarbonyl) amino)-8-ethyl-8-hydroxy-5-oxodecahydropyrrolo[1,2-a]azocine-3-carboxylate C(C)(C)(C)OC(=O)N[C@H]1CC(CC[C@@H]2N(C1=O)[C@@H](CC2)C(=O)OCC2=CC=CC=C2)(O)CC